2-((4-(3-methylbenzo[b]thiophen-2-yl)thiazol-2-yl)amino)-2-(piperidin-4-yl)acetamide CC=1C2=C(SC1C=1N=C(SC1)NC(C(=O)N)C1CCNCC1)C=CC=C2